(6R,7aS)-6-Fluoro-7a-(hydroxymethyl)-hexahydropyrrolizin-2-ol F[C@H]1CN2CC(C[C@]2(C1)CO)O